CN1C(C=2N(CC(C1)C(=O)O)N=C1C2CNCC1)=O 10-methyl-11-oxo-2,3,4,7,8,9,10,11-octahydro-1H-pyrido[4',3':3,4]pyrazolo[1,5-a][1,4]diazepine-8-carboxylic acid